(E)-2-(hex-2-en-1-yl)-5,5,6,7,7-pentamethyl-1,3,6,2-dioxazaborocane C(\C=C\CCC)B1OCC(N(C(CO1)(C)C)C)(C)C